CN1CCN(CC1)C(CC1=NSC(=N1)NC(=O)C1=COC(=C1)C1=CC(=CC=C1)OC(F)(F)F)C N-(3-(2-(4-methylpiperazin-1-yl)propyl)-1,2,4-thiadiazol-5-yl)-5-(3-(trifluoromethoxy)phenyl)furan-3-carboxamide